tert-butyl 3-(2,3-dichloro-6-fluorophenyl)-3-{4'-fluoro-1'-methyl-2'-oxospiro[cyclopropane-1,3'-indol]-6'-ylamino}pyrrolidine-1-carboxylate ClC1=C(C(=CC=C1Cl)F)C1(CN(CC1)C(=O)OC(C)(C)C)NC1=CC(=C2C3(C(N(C2=C1)C)=O)CC3)F